C(=O)(O)C1=C(C=C(C=C1)C1=CC(=C(C(=O)O)C=C1)F)F 4-(4-carboxyl-3-fluorophenyl)-2-fluorobenzoic acid